C(CCC\C=C/CC)OC(CCC(=O)OCCCCCCN(CCCCCCCC(=O)OCCC(CCCCCC)CCCCCC)CCCO)OCCCC\C=C/CC 3-hexylnonyl 8-((6-((4,4-bis(((Z)-oct-5-en-1-yl)oxy)butanoyl)oxy)hexyl)(3-hydroxypropyl)amino)octanoate